C(C)OC(=O)C1=C(C2=C(CC3(C4=CNN=C24)CCC3)O1)C(F)(F)F 8'-(Trifluoromethyl)-2',5'-dihydrospiro[cyclobutane-1,4'-furo[2,3-g]indazole]-7'-carboxylic acid ethyl ester